6-(4-(4-isobutylpiperazin-1-yl)phenyl)-2-(4-(methylsulfonyl)phenyl)-1H-pyrrolo[3,2-b]pyridine C(C(C)C)N1CCN(CC1)C1=CC=C(C=C1)C=1C=C2C(=NC1)C=C(N2)C2=CC=C(C=C2)S(=O)(=O)C